C1(CC1)CN1C(=CC=2C1=NC(=CC2)C2=C1C(=NNC1=CC=C2)F)C2=NN1C(C=CC(=C1)C(=O)N1C3CCC(C1)[C@H]3N)=C2C (7R)-2-{2-[1-(Cyclopropylmethyl)-6-(3-fluoro-1H-indazol-4-yl)-1H-pyrrolo[2,3-b]pyridin-2-yl]-3-methylpyrazolo[1,5-a]pyridine-6-carbonyl}-2-azabicyclo[2.2.1]heptan-7-amine